4-methoxy-6-(trifluoromethyl)pyridin-2-amine COC1=CC(=NC(=C1)C(F)(F)F)N